C(C)(C)(C)OC(N(C)CCOC1=CC(=C(C=C1)C)C(NC1(CC1)C1=CC(=CC2=CC=CC=C12)OC)=O)=O tert-Butyl(2-(3-((1-(3-methoxynaphthalen-1-yl)cyclopropyl)carbamoyl)-4-methylphenoxy)ethyl)(methyl)carbamate